2-(ethoxymethyl)-1-(trimethylsilyl)-1-aza-2-silacyclopentane C(C)OC[SiH]1N(CCC1)[Si](C)(C)C